C1CN(CCC12CCNCC2)CC2CCN(CC2)C=2C=CC=C1C(=NN(C21)C)C2C(NC(CC2)=O)=O 3-(7-(4-((3,9-diazaspiro[5.5]undecan-3-yl)methyl)piperidin-1-yl)-1-methyl-1H-indazol-3-yl)piperidine-2,6-dione